1-Tert-butyl (3-(1-(2,6-dioxopiperidin-3-yl)-3-methyl-2-oxo-2,3-dihydro-1H-benzo[d]imidazol-5-yl)prop-2-yn-1-yl)(methyl)carbamate O=C1NC(CCC1N1C(N(C2=C1C=CC(=C2)C#CCN(C(OC(C)(C)C)=O)C)C)=O)=O